C(C)C(COCC)(COCC)CC 2,2-diethyl-1,3-diethoxypropane